mono(2-heptyl) Phthalate monooctyl-Phthalate (monooctyl-Phthalate) C(CCCCCCC)C1=C(C(C(=O)O)=CC=C1)C(=O)O.C(CCCCCCC)OC(C=1C(C(=O)O)=CC=CC1)=O.C(C=1C(C(=O)O)=CC=CC1)(=O)OC(C)CCCCC